lithium perchlorate Cl(=O)(=O)(=O)[O-].[Li+]